C1(=CC(=CC=C1)N)C1=CC=C(C=C1)C1=CC(=CC=C1)N [1,1':4',1''-terphenyl]-3,3''-diamine